4-hydroxypyroglutamic acid, sodium salt [Na+].OC1C[C@H](NC1=O)C(=O)[O-]